C(C1=CC=CC=C1)OCCCC=1N(C2=C(C(=NC(=C2)C=2SC(=CC2)C2=CC=C(C=C2)OC)N)N1)C 2-(3-(benzyloxy)propyl)-6-(5-(4-methoxyphenyl)thiophen-2-yl)-1-methyl-1H-imidazo[4,5-c]pyridin-4-amine